4-(3-cyano-4-ethoxy-phenyl)-1H-imidazole-2-formic acid C(#N)C=1C=C(C=CC1OCC)C=1N=C(NC1)C(=O)O